1-(3-phenylcyclobutyl)piperazine-2,3-dione Diethyl-oxalate C(C)OC(C(=O)OCC)=O.C1(=CC=CC=C1)C1CC(C1)N1C(C(NCC1)=O)=O